mono-Bocbutanediamine C(=O)(OC(C)(C)C)C(CCC)(N)N